(E)-1-(2-Hydroxy-4-methoxyphenyl)-3-[4-(oxan-2-yloxy)phenyl]prop-2-en-1-one OC1=C(C=CC(=C1)OC)C(\C=C\C1=CC=C(C=C1)OC1OCCCC1)=O